13-[3-(9'-phenyl-3,3'-bi-9H-carbazol-9-yl)phenyl]dibenzo[f,H][1]benzofuro[2,3-b]quinoxaline C1(=CC=CC=C1)N1C2=CC=CC=C2C=2C=C(C=CC12)C=1C=CC=2N(C3=CC=CC=C3C2C1)C=1C=C(C=CC1)C=1C=CC2=C(C1)C=1C(=NC=3C4=C(C5=C(C3N1)C=CC=C5)C=CC=C4)O2